tetrahydropyrazolo[1,5-a]pyridine-5-carboxylic acid N1CCC2N1C=CC(=C2)C(=O)O